The molecule is a phosphatidylcholine 38:6 in which the acyl groups at C-1 and C-2 are specified as hexadecanoyl and (4Z,7Z,10Z,13Z,16Z,19Z)-docosahexaenoyl respectively. It has a role as a mouse metabolite. It derives from a hexadecanoic acid and an all-cis-docosa-4,7,10,13,16,19-hexaenoic acid. CCCCCCCCCCCCCCCC(=O)OC[C@H](COP(=O)([O-])OCC[N+](C)(C)C)OC(=O)CC/C=C\\C/C=C\\C/C=C\\C/C=C\\C/C=C\\C/C=C\\CC